FC=1C=NC=CC1NC=1N=CC2=C(N1)N1C(=NCCC1)C(=C2)C2=CC=CC=C2 N-(3-fluoropyridin-4-yl)-6-phenyl-9,10-dihydro-8H-pyrido[1,6-a:2,3-d']dipyrimidin-2-amine